C(=O)(OCC1=CC=CC=C1)NCCC(=O)O N-Cbz-β-alanine